C(#N)C=1C=C(C=NC1C)S(=O)(=O)N(C(C(F)(F)F)C1=CC=C(C=C1)F)CC 5-cyano-N-ethyl-6-methyl-N-[2,2,2-trifluoro-1-(4-fluorophenyl)ethyl]pyridine-3-sulfonamide